N-(3-(6-(1H-benzo[d]imidazol-2-yl)pyridinyloxy)-3-azabicyclo[3.1.0]hex-6-yl)-6-(1H-benzo[d]imidazol-2-yl)picolinic acid amide N1C(=NC2=C1C=CC=C2)C2=CC=CC(=N2)ON2CC1C(C1C2)NC(C2=NC(=CC=C2)C2=NC1=C(N2)C=CC=C1)=O